3,6-dimethyl-4-oxo-2-phenyl-chromen CC1=C(OC2=CC=C(C=C2C1=O)C)C1=CC=CC=C1